rac-tert-Butyl (1R,6R)-5-(6-bromopyridin-2-yl)-2,5-diazabicyclo[4.2.0]octane-2-carboxylate rac-tert-Butyl-(1R,6R)-2,5-diazabicyclo[4.2.0]octane-2-carboxylate C(C)(C)(C)OC(=O)N1[C@@H]2CC[C@H]2NCC1.BrC1=CC=CC(=N1)N1CCN([C@@H]2CC[C@@H]12)C(=O)OC(C)(C)C |r|